heptadecyl eicosanate C(CCCCCCCCCCCCCCCCCCC)(=O)OCCCCCCCCCCCCCCCCC